Tert-Butyl 4-[3-(Benzylamino)-2-Nitrophenyl]Piperazine-1-Carboxylate C(C1=CC=CC=C1)NC=1C(=C(C=CC1)N1CCN(CC1)C(=O)OC(C)(C)C)[N+](=O)[O-]